BrC1=CC=2N(C(=C1NC(=O)C1=CC(=NN1C1=NC=CC=C1Cl)OC)C(=O)NCCC)N=CC2 5-Bromo-6-(1-(3-chloropyridin-2-yl)-3-methoxy-1H-pyrazol-5-carboxamido)-N-propylpyrazolo[1,5-a]pyridin-7-carboxamid